trans-rac-N-(6-methoxy-2-methylpyridin-3-yl)-2-(((3R,4S)-3-methyltetrahydro-2H-pyran-4-yl)amino)-4-(trifluoromethyl)-benzamide COC1=CC=C(C(=N1)C)NC(C1=C(C=C(C=C1)C(F)(F)F)N[C@@H]1[C@H](COCC1)C)=O |r|